aminoethylene ether NC1CO1